FC1=C(C(=C(C=C1)C)[N+](=O)[O-])C 1-fluoro-2,4-dimethyl-3-nitro-benzene